FC([C@@H]1CC=2C=3C(=NCC4=NN=C(N4C3SC2C1)C=1N=NC=CC1)C1=C(C=CC=C1F)F)F (13R)-13-(difluoromethyl)-9-(2,6-difluorophenyl)-3-pyridazin-3-yl-16-thia-2,4,5,8-tetrazatetracyclo[8.6.0.02,6.011,15]hexadeca-1(10),3,5,8,11(15)-pentaene